(S)-N-ethyl-1-(4-fluorophenyl)ethan-1-amine C(C)N[C@@H](C)C1=CC=C(C=C1)F